NC(CNC(C1=CC(=CC=C1)C=1C2=C(N=C(N1)N1[C@H](CC1)C)CCC2)=O)=O N-(2-amino-2-oxo-ethyl)-3-[2-[(2S)-2-methylazetidin-1-yl]-6,7-dihydro-5H-cyclopenta[d]pyrimidin-4-yl]benzamide